CC(C)OC=1C=C2C=CN=CC2=CC1 6-(prop-2-yloxy)isoquinoline